N-(2-((1S,3S,5S)-3-(3-carbamimidoyl-4,5,6,7-tetrahydrothieno[2,3-c]pyridine-6-carbonyl)-5-methyl-2-azabicyclo[3.1.0]hexan-2-yl)-2-oxoethyl)-4-phenoxybenzamide C(N)(=N)C1=CSC=2CN(CCC21)C(=O)[C@H]2N([C@H]1C[C@]1(C2)C)C(CNC(C2=CC=C(C=C2)OC2=CC=CC=C2)=O)=O